C1(=CC=CC=C1)C1C(C(CC=C1)C(=O)OCC)C(=O)OCC diethyl 3-phenylcyclohex-4-ene-1,2-dicarboxylate